1-(4-methoxy-naphthalene-1-yl)-2-(3-bromophenyl)ethane tert-butyl-(S)-(2-((4-(benzylthio)phenyl)amino)-1-cyclopropyl-2-oxoethyl)carbamate C(C)(C)(C)N(C(O)=O)[C@H](C(=O)NC1=CC=C(C=C1)SCC1=CC=CC=C1)C1CC1.COC1=CC=C(C2=CC=CC=C12)CCC1=CC(=CC=C1)Br